O1[C@@H](COCC1)COC1=CC=C(C=C1)NC=1N=CC2=C(N1)CN(CC2)C2=C(C1=C(OCCN1)N=C2)C (S)-N-(4-((1,4-dioxan-2-yl)methoxy)phenyl)-7-(8-methyl-2,3-dihydro-1H-pyrido[2,3-b][1,4]oxazin-7-yl)-5,6,7,8-tetrahydropyrido[3,4-d]pyrimidin-2-amine